[Si](C)(C)(C(C)(C)C)OCCC1=CC=C(N1)C(=O)OCC Ethyl 5-(2-((tert-butyldimethylsilyl) oxy) ethyl)-1H-pyrrole-2-carboxylate